1-(3,4-difluorophenyl)-3-iodo-4-(methoxymethyloxy)-6-nitro-2-tetrahydropyran-4-yl-indole FC=1C=C(C=CC1F)N1C(=C(C2=C(C=C(C=C12)[N+](=O)[O-])OCOC)I)C1CCOCC1